C(C)(C)(C)OC(C(CCC(=O)OC(C)(C)C)NC(=O)NC(CC(=O)OC)C1=CC(=CC=C1)I)=O (±)-2-{3-[1-(3-Iodo-phenyl)-2-methoxycarbonyl-ethyl]-ureido}-pentanedioic acid di-tert-butyl ester